1-(3,5-dichlorophenyl)-N-(2-(4-ethylpiperazin-1-yl)-5-(4-(4-((6-(trifluoromethyl)-pyridazin-3-yl)oxy)phenyl)piperidine-1-carbonyl)phenyl)methanesulfonamide ClC=1C=C(C=C(C1)Cl)CS(=O)(=O)NC1=C(C=CC(=C1)C(=O)N1CCC(CC1)C1=CC=C(C=C1)OC=1N=NC(=CC1)C(F)(F)F)N1CCN(CC1)CC